methyl 1-(4-methylbenzenesulfonyl)-1H-indole-6-carboxylate CC1=CC=C(C=C1)S(=O)(=O)N1C=CC2=CC=C(C=C12)C(=O)OC